C(CCCCCC)C(C(=O)OCCC#CC1=NC(=CN=C1)C#CCCOC(C(CCCCCCC)CCCCCCC)=O)CCCCCCC pyrazine-2,6-diylbis(but-3-yne-4,1-diyl) bis(2-heptylnonanoate)